C(C)(=O)N[C@H](C(=O)C1(NCC(C1)O)C(=O)NCC1=C(C=C(C=C1)C1=C(N=CS1)C)OC1CCNCC1)C(C)(C)C 2-((S)-2-acetamido-3,3-dimethylbutyryl)-4-hydroxy-N-(4-(4-methylthiazol-5-yl)-2-(piperidin-4-yloxy)benzyl)pyrrolidine-2-carboxamide